ClC1=NC=C(C(=N1)NCC(C)(C)C)C1=CC=C(C(=O)N)C=C1 4-(2-chloro-4-(neopentylamino)pyrimidin-5-yl)benzamide